ClC1=CC=2C3=C(C(=NC2C(=C1C1=CC(=CC2=CC=CC=C12)O)F)OCC1N(CCC1)C)N=CN3C3CCN(CC3)C(C=C)=O 1-(4-(8-chloro-6-fluoro-7-(3-hydroxynaphthalen-1-yl)-4-((1-methylpyrrolidin-2-yl)-methoxy)-1H-imidazo[4,5-c]quinolin-1-yl)piperidin-1-yl)prop-2-en-1-one